BrC=1C=C2CC(N(C2=CC1)C)=O 5-bromo-1-methylindolin-2-one